2-(5-{cyclopropyl[(1S,2S,3R,5R)-2-fluoro-8-azabicyclo[3.2.1]octan-3-yl]amino}pyrazin-2-yl)-5-(6-methoxypyridazin-4-yl)phenol C1(CC1)N(C=1N=CC(=NC1)C1=C(C=C(C=C1)C1=CN=NC(=C1)OC)O)[C@H]1[C@H]([C@@H]2CC[C@H](C1)N2)F